2-[3-(2-cyclopropylethynyl)phenyl]malonic acid C1(CC1)C#CC=1C=C(C=CC1)C(C(=O)O)C(=O)O